S1C(=NC2=C1C=CC=C2)NC(=O)C=2C=CC=C1CCN(CC21)C2=CC=C(C(=N2)C(=O)O)C=2C=NN(C2)C(CCOC)C2=CC=CC=C2 6-[8-(1,3-benzothiazol-2-ylcarbamoyl)-3,4-dihydroisoquinolin-2(1H)-yl]-3-[1-(3-methoxy-1-phenylpropyl)-1H-pyrazol-4-yl]pyridine-2-carboxylic acid